5-(2-fluorophenyl)-4-((4-methoxyphenyl)sulfonyl)-2-((methylthio)methyl)-2,3-dihydrofuran FC1=C(C=CC=C1)C1=C(CC(O1)CSC)S(=O)(=O)C1=CC=C(C=C1)OC